C1(CCC1)C1=NC(=NC=C1)OCC1=C(N=NN1C)C1=CC=C(C(=N1)C)C1OCCC(C1)CC(=O)OC methyl 2-(2-(6-(5-(((4-cyclobutylpyrimidin-2-yl)oxy)methyl)-1-methyl-1H-1,2,3-triazol-4-yl)-2-methylpyridin-3-yl)tetrahydro-2H-pyran-4-yl)acetate